5-fluoro-N-isopropyl-N-methyl-2-(3-(1-((tetrahydro-2H-pyran-4-yl)methyl)piperidin-4-yl)-1H-pyrrolo[2,3-c]pyridin-1-yl)benzamide lanthanum [La].FC=1C=CC(=C(C(=O)N(C)C(C)C)C1)N1C=C(C=2C1=CN=CC2)C2CCN(CC2)CC2CCOCC2